C(C)OC(=O)C=1CCCOC1C ethyl-6-methyl-3,4-dihydro-2H-pyran-5-carboxylate